6-Hydroxy-undecanoic acid OC(CCCCC(=O)O)CCCCC